(2-(2-ethoxyethoxy) ethyl) p-methylphenyl carbonate C(OCCOCCOCC)(OC1=CC=C(C=C1)C)=O